FC=1C=C(C=CC1N1CCNCC1)C=1C(=NC(=CC1)O)O 3-(3-fluoro-4-(piperazin-1-yl)phenyl)pyridine-2,6-diol